2-((6-(2-fluoropropan-2-yl)-2-methylpyridin-3-yl)sulfonyl)-6-(2-oxaspiro[3.3]heptan-6-yl)-2,6-diazaspiro[3.3]heptane FC(C)(C)C1=CC=C(C(=N1)C)S(=O)(=O)N1CC2(C1)CN(C2)C2CC1(COC1)C2